1,1,3-trimethyl-5-carboxyl-3-(p-carboxyphenyl)indane CC1(CC(C2=CC(=CC=C12)C(=O)O)(C1=CC=C(C=C1)C(=O)O)C)C